(1R,2R)-N-[3-(Difluoromethoxy)-1-methyl-1H-pyrazol-4-yl]-2-[4-(1H-pyrazol-5-yl)benzoyl]cyclohexanecarboxamide FC(OC1=NN(C=C1NC(=O)[C@H]1[C@@H](CCCC1)C(C1=CC=C(C=C1)C1=CC=NN1)=O)C)F